CCCCC1=CC(=C(C=C1)NC(=O)C)[N+](=O)[O-] N-(4-butyl-2-nitrophenyl)acetamide